C(C1=CC=CC=C1)N1CC(C1)(C)NC1=C(C(=C(C(=C1)F)S(=O)(=O)N(C(OC(C)(C)C)=O)C=1N=CSC1)F)Br tert-butyl ((4-((1-benzyl-3-methylazetidin-3-yl)amino)-3-bromo-2,6-difluorophenyl)sulfonyl)(thiazol-4-yl)carbamate